ClC=1C=NN(C(C1)=O)CCC(=O)OC methyl 3-(4-chloro-6-oxopyridazin-1(6H)-yl)propanoate